C(C=C)(=O)O.OCCCCCCCCCCCCCCCCCCCN1C(CCC1=O)=O N-hydroxynonadecyl-succinimide acrylate